FC(C(=O)O)(F)F.CNS(=O)(=O)C1=CC=CC=C1 N-methylbenzenesulfonamide trifluoroacetate